CC=1SC(=CC1C(=O)NC1=NC(=NS1)CC(C(F)(F)F)(C)O)C1=CC(=CC=C1)OC(F)F 2-methyl-5-(3-(difluoromethoxy)phenyl)-N-(3-(3,3,3-trifluoro-2-hydroxy-2-methylpropyl)-1,2,4-Thiadiazol-5-yl)thiophene-3-carboxamide